6-(2-amino-[1,2,4]triazolo[1,5-a]pyridin-7-yl)-N-(1-(2-(trifluoromethoxy)phenyl)ethyl)-1H-indole-4-carboxamide NC1=NN2C(C=C(C=C2)C=2C=C(C=3C=CNC3C2)C(=O)NC(C)C2=C(C=CC=C2)OC(F)(F)F)=N1